1,2-dimethyl-3-(4-vinyl-benzyl)imidazole chloride [Cl-].CN1C(N(C=C1)CC1=CC=C(C=C1)C=C)C